ClC1=C(C=C(C=C1)C1=NOC(=N1)C1CCN(CC1)C(CC1=NON=C1C)=O)OC(F)(F)F 1-(4-(3-(4-chloro-3-(trifluoromethoxy)phenyl)-1,2,4-oxadiazol-5-yl)piperidin-1-yl)-2-(4-methyl-1,2,5-oxadiazol-3-yl)ethan-1-one